7-[1-(1-ethoxyethyl)pyrazol-4-yl]-N-[2-fluoro-4-(3-{3-[(triisopropylsilyl)oxy]azetidin-1-yl}benzenesulfonyl)phenyl]-8-isopropoxy-[1,2,4]triazolo[1,5-c]pyrimidin-2-amine C(C)OC(C)N1N=CC(=C1)C1=C(C=2N(C=N1)N=C(N2)NC2=C(C=C(C=C2)S(=O)(=O)C2=CC(=CC=C2)N2CC(C2)O[Si](C(C)C)(C(C)C)C(C)C)F)OC(C)C